8-oxo-pyrido[3,2-d]Pyrimidine-7-carboxylic acid ethyl ester C(C)OC(=O)C1C(C=2N=CN=CC2N=C1)=O